Fmoc-4-(Boc-amino)-L-phenylalanine C(=O)(OCC1C2=CC=CC=C2C2=CC=CC=C12)N[C@@H](CC1=CC=C(C=C1)NC(=O)OC(C)(C)C)C(=O)O